3-(difluoromethyl)-2-fluoro-benzene FC(C=1C(=CC=CC1)F)F